4-((5-(3-(5-cyclopropyloxazol-2-yl)cyclopentyl)-1H-pyrazol-3-yl)amino)-3-fluorobenzenesulfonamide C1(CC1)C1=CN=C(O1)C1CC(CC1)C1=CC(=NN1)NC1=C(C=C(C=C1)S(=O)(=O)N)F